O\C(=C/C(=O)C=1C=CC2=C(C=C(O2)C2=CC(=C(C=C2)O)C)C1OC)\C1=CC=CC=C1 (Z)-3-hydroxy-1-(2-(4-hydroxy-3-methylphenyl)-4-methoxybenzofuran-5-yl)-3-phenylpropa-2-en-1-one